1-benzyl-1-(2-((2,6-dimethylphenyl)Amino)-2-oxoethyl)-3,3-difluoropiperidin-1-ium bromide [Br-].C(C1=CC=CC=C1)[N+]1(CC(CCC1)(F)F)CC(=O)NC1=C(C=CC=C1C)C